4-Tridecenoic acid C(CCC=CCCCCCCCC)(=O)O